(4-(4-(2-((7-amino-2-(furan-2-yl)-[1,2,4]triazolo[1,5-a][1,3,5]triazin-5-yl)amino)ethyl)piperazin-1-yl)-3-fluorophenyl)(1-oxidothiomorpholino)methanone NC1=NC(=NC=2N1N=C(N2)C=2OC=CC2)NCCN2CCN(CC2)C2=C(C=C(C=C2)C(=O)N2CCS(CC2)=O)F